1-(4-chloro-3-nitro-phenyl)-3-[4-fluoro-2-[3-(trifluoromethyl)diazirin-3-yl]phenyl]urea ClC1=C(C=C(C=C1)NC(=O)NC1=C(C=C(C=C1)F)C1(N=N1)C(F)(F)F)[N+](=O)[O-]